2-[(2R/S)-2,3-Dihydro[1,4]dioxino[2,3-b]pyridin-2-ylmethyl]-8-methyl-N-(1,2-oxazol-3-ylmethyl)-4,5-dihydro-2H-furo[2,3-g]indazol-7-carboxamid O1[C@@H](COC2=NC=CC=C21)CN2N=C1C3=C(CCC1=C2)OC(=C3C)C(=O)NCC3=NOC=C3 |r|